(S)-1'-((7-ethyl-6-oxo-5,6-dihydro-1,5-naphthyridin-3-yl)methyl)-3'-fluoro-N-methyl-1',2',3',6'-tetrahydro-[3,4'-bipyridine]-6-carboxamide C(C)C=1C(NC=2C=C(C=NC2C1)CN1C[C@H](C(=CC1)C=1C=NC(=CC1)C(=O)NC)F)=O